O1CCCC2=CC(=CC=C12)C(=O)NC=1C=C(C(=NC1)C)NC(=O)C=1C=C2C=CC(=NC2=CC1)C N-(5-(Chromane-6-carboxamido)-2-methylpyridin-3-yl)-2-methylquinoline-6-carboxamide